C(C)(=O)N1C=CC=C1 1-acetylpyrrole